COC(\C=C\C1=CC=C(C=C1)O)=O trans-p-Coumaric acid methyl ester